C1C(CC12CCC1(OCCO1)CC2)C#CC=2C=C(N=NC2N)C2=C(C=CC=C2)O 2-(5-((8,11-dioxadispiro[3.2.47.24]tridecan-2-yl)ethynyl)-6-aminopyridazin-3-yl)phenol